(2E)-3-(4-Hydroxyphenyl)-1-(4-methoxyphenyl)prop-2-en-1-one OC1=CC=C(C=C1)/C=C/C(=O)C1=CC=C(C=C1)OC